N-(5-(4-(4-(2,6-difluorobenzyl)-5-oxo-4,5-dihydro-1H-1,2,4-triazol-1-yl)-2-fluorophenoxy)-4-methylthiazol-2-yl)acetamide FC1=C(CN2C=NN(C2=O)C2=CC(=C(OC3=C(N=C(S3)NC(C)=O)C)C=C2)F)C(=CC=C1)F